O1CC=CN=CC=CC=CC=CC=C1 oxa[5]azacyclotetradecine